6-((2-aminophenyl)amino)-1-methyl-1,3-dihydro-2H-benzo[d]imidazol-2-one NC1=C(C=CC=C1)NC=1C=CC2=C(N(C(N2)=O)C)C1